Cl.C(C)N1CCOCC1 ethylmorpholine hydrochloride